5-(4-(2,4-dimethylthiazol-5-yl)-2,5-difluorophenyl)-N-methyl-N-(2,2,6,6-tetramethylpiperidin-4-yl)-1,3,4-thiadiazol-2-amine CC=1SC(=C(N1)C)C1=CC(=C(C=C1F)C1=NN=C(S1)N(C1CC(NC(C1)(C)C)(C)C)C)F